1-((2-chloro-3-fluorophenyl)(hydroxy)methyl)cyclopropane-1-carbonitrile ClC1=C(C=CC=C1F)C(C1(CC1)C#N)O